5-(1-benzyl-1H-pyrazol-4-yl)-1-methyl-4-morpholino-pyridin-2(1H)-one C(C1=CC=CC=C1)N1N=CC(=C1)C=1C(=CC(N(C1)C)=O)N1CCOCC1